6-(2-{[(1R,3s,5S)-1,5-Dimethyl-8-azabicyclo[3.2.1]octan-3-yl](methyl)amino}[1,3]thiazolo[5,4-b]pyridin-5-yl)-2-methylimidazo[1,2-a]pyridin-8-carbonitril C[C@]12CC(C[C@](CC1)(N2)C)N(C=2SC1=NC(=CC=C1N2)C=2C=C(C=1N(C2)C=C(N1)C)C#N)C